FC=1C=C2C(=NNC2=CC1OCCOC)C1=CC(=NO1)C1=CC=C(C=C1)N1N=CC=CC1=O 2-(4-{5-[5-fluoro-6-(2-methoxyethoxy)-1H-indazol-3-yl]-1,2-oxazol-3-yl}phenyl)-2,3-dihydropyridazin-3-one